Rac-4-(5-formyl-5,6-dihydro-1,4,2-dioxazin-3-yl)-4-methyl-piperidine-1-carboxylic acid tert-butyl ester C(C)(C)(C)OC(=O)N1CCC(CC1)(C)C1=NOC[C@@H](O1)C=O |r|